O=C1C(COC1)C(=O)[O-] 4-oxotetrahydro-3-furanoate